C(=O)O.N1C[C@H](CC1)N1CCCC2=CC(=CC(=C12)C1=C2C(=NC=C1)C=C(S2)CN2C(CCC2=O)=O)C(F)(F)F (S)-1-((7-(1-(pyrrolidin-3-yl)-6-(trifluoromethyl)-1,2,3,4-tetrahydroquinolin-8-yl)thieno[3,2-b]pyridin-2-yl)methyl)pyrrolidine-2,5-dione, formic acid salt